C(C)(C)(C)OC(=O)N1CC2(C1)CN(C2)C=2C=1N(C=C(C2)C2CC2)C=C(N1)CN tert-butyl-6-(2-(aminomethyl)-6-cyclopropylimidazo[1,2-a]pyridin-8-yl)-2,6-diazaspiro[3.3]heptane-2-carboxylate